endo-2-aza-bicyclo[2.2.1]heptane-3-carbonitrile C12NC(C(CC1)C2)C#N